C1(CC1)N1N=CC(=C1)[C@H]1CN(C[C@@H](O1)C)C1=NC2=NC(=CN=C2C(=N1)C12CC(C1)(C2)C(F)(F)F)C (2S,6S)-2-(1-cyclopropyl-1H-pyrazol-4-yl)-6-methyl-4-(7-methyl-4-(3-(trifluoromethyl)bicyclo[1.1.1]pentan-1-yl)pteridin-2-yl)morpholine